CC(CCCCCC)(C#CC(CCCCCC)(O)C)O 7,10-dimethylhexadecane-8-yne-7,10-diol